N-(3-(amidinocarbamoyl)-4-fluorophenyl)-5-chloro-2-(4,4-difluoroazepan-1-yl)-6-methyl-nicotinamide C(N)(=N)NC(=O)C=1C=C(C=CC1F)NC(C1=C(N=C(C(=C1)Cl)C)N1CCC(CCC1)(F)F)=O